(2S)-1,1,1-trifluoro-2-methyl-3-(methylamino)propan-2-ol FC([C@](CNC)(O)C)(F)F